6-(4-amino-2,6-dichlorophenoxy)-2-(p-tolyl)-3,4-dihydroisoquinoline NC1=CC(=C(OC=2C=C3CCN(CC3=CC2)C2=CC=C(C=C2)C)C(=C1)Cl)Cl